(S)-2-(tert-butoxy)-2-(7-(4-chlorophenyl)-5-methyl-2-(1-methyl-3-(1-((R)-tetrahydrofuran-3-yl)piperidin-4-yl)-1H-indazol-5-yl)benzo[d]thiazol-6-yl)acetic acid C(C)(C)(C)O[C@H](C(=O)O)C1=C(C2=C(N=C(S2)C=2C=C3C(=NN(C3=CC2)C)C2CCN(CC2)[C@H]2COCC2)C=C1C)C1=CC=C(C=C1)Cl